CC1(OB(OC1(C)C)C=1CCN(CC1)C1=NC=CC=C1)C 4-(4,4,5,5-tetramethyl-1,3,2-dioxaborolan-2-yl)-3,6-dihydro-2H-1,2'-bipyridine